(3S)-3-(5-((7-((1-((3r,5r,7r)-adamantan-1-yl)ethyl)amino)heptyl)amino)-2-methyl-4-oxoquinazolin-3(4H)-yl)piperidine-2,6-dione C12(CC3CC(CC(C1)C3)C2)C(C)NCCCCCCCNC2=C3C(N(C(=NC3=CC=C2)C)[C@@H]2C(NC(CC2)=O)=O)=O